1-(2-(6-Chloro-3-((5-chloropyridin-2-yl)amino)-9H-carbazol-1-yl)ethyl)guanidine ClC=1C=C2C=3C=C(C=C(C3NC2=CC1)CCNC(=N)N)NC1=NC=C(C=C1)Cl